C[C@H]1CN(C[C@H](O1)C)C1CCC(CC1)N1N=C(C(=C1)NC1=NC=CC=N1)OCCCOCCOC N-(1-((1r,4r)-4-((2S,6R)-2,6-dimethylmorpholinyl)cyclohexyl)-3-(3-(2-methoxyethoxy)propoxy)-1H-pyrazol-4-yl)pyrimidin-2-amine